(2S)-2-Benzyl-1,4,7,10-tetraazacyclododecan C(C1=CC=CC=C1)[C@@H]1NCCNCCNCCNC1